(S)-8-ethyl-N-(1-(5-(7-methoxy-2-methylquinolin-6-yl)-1H-imidazol-2-yl)-7-oxononyl)-1-oxa-2,8-diazaspiro[4.5]dec-2-ene-3-carboxamide C(C)N1CCC2(CC(=NO2)C(=O)N[C@@H](CCCCCC(CC)=O)C=2NC(=CN2)C=2C=C3C=CC(=NC3=CC2OC)C)CC1